(E)-4-((E)-benzylidene)dec-2-en-1-ol C(/C1=CC=CC=C1)=C(\C=C\CO)/CCCCCC